8-(1,3,5-trimethyl-1H-pyrazol-4-yl)quinazolin-4-amine CN1N=C(C(=C1C)C=1C=CC=C2C(=NC=NC12)N)C